C(C)(=O)N1CCC(CC1)NC1=NC(=NC(=N1)C1=CC=CC=C1)C(=O)O 4-((1-acetylpiperidin-4-yl)amino)-6-phenyl-1,3,5-triazine-2-carboxylic acid